ClC=1C(N(C(=NC1[C@@H]1[C@H](C1)C=1C=NC=C(C1)F)C)C1=C(C(=NC=C1C)C1=C(C(=CC=C1)S(=O)(=O)C)F)F)=O 5-chloro-3-(3-fluoro-2-(2-fluoro-3-(methylsulfonyl)phenyl)-5-methylpyridin-4-yl)-6-((1S,2S)-2-(5-fluoropyridin-3-yl)cyclopropyl)-2-methylpyrimidin-4(3H)-one